C(C)(C)(C)N(C(O)=O)C1(CC1)C1=CC(=CC=C1)Br.C(C)(C)(C)N1C[C@@H](N(CC1)C1=NC(=C(C=C1)[N+](=O)[O-])NC1=NC=NC=C1)C Tert-butyl-(3S)-3-methyl-4-{5-nitro-6-[(pyrimidin-4-yl)amino]Pyridin-2-yl}piperazine tert-butyl(1-(3-bromophenyl)cyclopropyl)carbamate